ClC1=CC(=NC(=N1)OC1=CC=C(C=C1)[N+](=O)[O-])NC1=NNC(=C1)C 6-chloro-N-(5-methyl-1H-pyrazol-3-yl)-2-(4-nitrophenoxy)pyrimidin-4-amine